NC1=NC=C(C=C1C1=NC=2CCNC(C2C=C1)=O)Br 2-(2-amino-5-bromopyridin-3-yl)-7,8-dihydro-1,6-naphthyridin-5(6H)-one